BrC1=C(C=C2C(NC(NC2=C1)=O)(C(F)(F)F)O)F 7-bromo-6-fluoro-4-hydroxy-4-(trifluoromethyl)-3,4-dihydro-quinazolin-2(1H)-one